C1(=CC=CC=C1)C1=NN(C(C1)C=1SC=CC1)C=1SC=C(N1)C1=CC=CC=C1 3-phenyl-1-(4-phenyl-2-thiazolyl)-5-(2-thienyl)-4,5-dihydropyrazole